FC1(CC(C1)N1N=NC2=C1C=C(C=C2)C=2C=CN1N=C(N=C(C12)OC)NC1CCN(CC1)C1COC1)F 5-(1-(3,3-difluorocyclobutyl)-1H-benzo[d][1,2,3]triazol-6-yl)-4-methoxy-N-(1-(oxetan-3-yl)piperidin-4-yl)pyrrolo[2,1-f][1,2,4]triazin-2-amine